5-(trifluoromethoxy)pyridinecarbonitrile FC(OC=1C=CC(=NC1)C#N)(F)F